ethyl 6-(1H-imidazol-1-yl)-3H-imidazo[4,5-c]pyridine-4-carboxylate N1(C=NC=C1)C1=CC2=C(C(=N1)C(=O)OCC)NC=N2